amino-2-methylpyridazin-3-one NC=1C(N(N=CC1)C)=O